(S)-tert-butyl 2-(2-((S)-2-hydroxy-2-phenylacetyl)-6-(3-methyl-1H-pyrrolo[2,3-b]pyridin-5-yl)-1,2,3,4-tetrahydroisoquinolin-8-yl)pyrrolidine-1-carboxylate O[C@H](C(=O)N1CC2=C(C=C(C=C2CC1)C=1C=C2C(=NC1)NC=C2C)[C@H]2N(CCC2)C(=O)OC(C)(C)C)C2=CC=CC=C2